1-Boc-4,7,10-trioxatridecane-1,13-diamine C(=O)(OC(C)(C)C)C(CCOCCOCCOCCCN)N